2-(4-(4-(3H-imidazo[4,5-b]pyridin-7-yl)-1H-pyrazol-1-yl)phenyl)-2-cyclopropylacetonitrile N1=CNC2=NC=CC(=C21)C=2C=NN(C2)C2=CC=C(C=C2)C(C#N)C2CC2